5-(2,8-dimethylimidazo[1,2-a]pyrazin-6-yl)-2-(6-(1-methylazetidin-3-yl)pyridazin-3-yl)phenol hydrochloride Cl.CC=1N=C2N(C=C(N=C2C)C=2C=CC(=C(C2)O)C=2N=NC(=CC2)C2CN(C2)C)C1